[Cl-].[C@@H]1(C[C@H](O)[C@@H](CO)O1)N1C(=O)N=C(N)C=C1 2'-deoxycytidine chloride